benzyl (2-(2-aminoethoxy)ethyl)((4-ethyl-3,5-bis(4-hydroxyphenyl)pyridin-2-yl)methyl)carbamate NCCOCCN(C(OCC1=CC=CC=C1)=O)CC1=NC=C(C(=C1C1=CC=C(C=C1)O)CC)C1=CC=C(C=C1)O